4-((5-hydroxy-1,4,5,6-tetrahydropyrimidin-2-yl)amino)-1H-indazole-6-carboxylic acid OC1CN=C(NC1)NC1=C2C=NNC2=CC(=C1)C(=O)O